CNC(C1=CC=C(C=C1)I)=O N-methyl-4-iodobenzamide